C(C1=CC=CC=C1)OC1=CC=C2C(=N1)C=C(N2)C=O 5-(BENZYLOXY)-1H-PYRROLO[3,2-B]PYRIDINE-2-CARBALDEHYDE